C(CCCCCCCCC)OC(CCCN(CCCCN(CCCCCC(=O)OC(CCCCCCCC)CCCCCCCC)CCO)CCO)=O heptadecan-9-yl 6-((4-((4-(decyloxy)-4-oxobutyl)(2-hydroxyethyl)amino)butyl)(2-hydroxyethyl)amino)hexanoate